2-Hydroxy-1-methylethyl methacrylate C(C(=C)C)(=O)OC(CO)C